BrC=1C(=C2C=3C(=NC=NC3C1)NCCO2)Cl 9-bromo-8-chloro-5,6-dihydro-4H-[1,4]oxazepino[5,6,7-de]quinazoline